(Diphenyltriazinyl)terphenyl C1(=CC=CC=C1)C1=C(C(=NN=N1)C1=C(C=CC=C1)C=1C(=CC=CC1)C1=CC=CC=C1)C1=CC=CC=C1